C(C1=CC=CC=C1)N1CC2(CC2(C1)C(F)(F)F)C(=O)O 3-Benzyl-5-(trifluoromethyl)-3-azabicyclo[3.1.0]hexane-1-carboxylic acid